C1(CC1)C1=NC=CC(=C1)C1=NSC(=N1)\C(\C)=N\[S@](=O)C(C)(C)C (R,E)-N-[1-[3-(2-cyclopropyl-4-pyridyl)-1,2,4-thiadiazol-5-yl]ethylidene]-2-methyl-propane-2-sulfinamide